C(N)(=O)C1=C2C(C=C(NC2=CC=N1)C1=CC(=C(C=C1C)C(C(=O)O)(C)C)C(F)(F)F)=O 2-[4-(5-carbamoyl-4-oxo-1H-1,6-naphthyridin-2-yl)-5-methyl-2-(trifluoromethyl)phenyl]-2-methyl-propanoic acid